CC12CC(C1)(C2)CC#CC=2C=C(C=CC2)SC2=C(N=NN2)C(=O)O 5-(3-(3-(3-methylbicyclo[1.1.1]pentan-1-yl)prop-1-ynyl)phenylthio)-1H-1,2,3-triazole-4-carboxylic acid